C(C)(C)(C)OC(=O)NCCSSCCNC(CCC(=O)O)=O 4-[2-[2-(tert-butoxycarbonylamino)ethyldisulfanyl]ethylamino]-4-oxo-butanoic acid